2-methyl-6-(trifluoromethyl)quinoline CC1=NC2=CC=C(C=C2C=C1)C(F)(F)F